NC1=NC=C(C=C1O[C@H](C)C=1C=C(C=CC1)NC(C1=CC(=CC=C1)CN1CCN(CC1)C)=O)Cl (R)-N-(3-(1-((2-Amino-5-chloropyridin-3-yl)oxy)ethyl)phenyl)-3-((4-methylpiperazin-1-yl)methyl)benzamid